C(C)(C)(C)OC(=O)N1C2CC(CC1CC2)C2=CC1=C(N(C(O1)=O)C)C=C2 3-(3-methyl-2-oxo-1,3-benzoxazol-6-yl)-8-azabicyclo[3.2.1]octan-8-carboxylic acid tert-butyl ester